C(C)(C)(C)OC(C1=C(C=CC=C1)F)=O 2-fluorobenzoic acid tert-butyl ester